Tin ethoxide [O-]CC.[Sn+4].[O-]CC.[O-]CC.[O-]CC